1'-(4-((2,6-dioxopiperidin-3-yl)amino)-2-fluorophenyl)-[4,4'-bipiperidine]-1-carboxylic acid tert-butyl ester C(C)(C)(C)OC(=O)N1CCC(CC1)C1CCN(CC1)C1=C(C=C(C=C1)NC1C(NC(CC1)=O)=O)F